6-cyanopyrazine-2-carboxylate C(#N)C1=CN=CC(=N1)C(=O)[O-]